N-(5-cyclopropyl-6-(4-ethynyl-2-hydroxyphenyl)pyridazin-3-yl)-3-(methylamino)propionamide C1(CC1)C=1C=C(N=NC1C1=C(C=C(C=C1)C#C)O)NC(CCNC)=O